phthalazine-1,4-dione C1(N=NC(C2=CC=CC=C12)=O)=O